trans-2-((4-(4-(3-Fluoro-4-methylphenyl)-5-methyl-4H-1,2,4-triazol-3-yl)cyclohexyl)oxy)pyridin FC=1C=C(C=CC1C)N1C(=NN=C1C)[C@@H]1CC[C@H](CC1)OC1=NC=CC=C1